N[C@@]1(NC(=C2C(=N1)NC=C2)NC(=O)C2=CNCCS2)C N-((1R,2R)-2-Amino-2,3-dihydro-methyl-7H-pyrrolo[2,3-d]pyrimidin-4-yl)-3,4-dihydro-2H-1,4-thiazine-6-carboxamide